FC(C=1C=C(C=C(C1)C(F)(F)F)N1N=CC2=C1N=C1N(CCC3=C1NC1=CC=CC=C31)C2=O)(F)F 1-(3,5-bistrifluoromethylphenyl)-6,7-dihydro-1H-pyrazolo[3'',4'':4',5']pyrimido[1',2':1,2]pyrido[3,4-b]indol-4(12H)-one